2-(3-(4-(7-(2-(1,8-Diethyl-1,3,4,9-tetrahydropyrano[3,4-b]indol-1-yl)acetyl)-7H-pyrrolo[2,3-d]pyrimidin-4-yl)-1H-pyrazol-1-yl)-1-(ethylsulfonyl)azetidin-3-yl)acetonitrile C(C)C1(OCCC2=C1NC1=C(C=CC=C21)CC)CC(=O)N2C=CC1=C2N=CN=C1C=1C=NN(C1)C1(CN(C1)S(=O)(=O)CC)CC#N